α-hydroxyhexacosanoic acid OC(C(=O)O)CCCCCCCCCCCCCCCCCCCCCCCC